[Br-].C(C=C)(=O)OCC[N+](C)(C)CCCC 2-acryloxyethylbutyldimethylammonium bromide